3,3'-biPyridine N1=CC(=CC=C1)C=1C=NC=CC1